NC=1SC=C(N1)C=1N=C(SC1)N 2,2'-diamino-4,4'-bithiazole